tetramethyl-diallylbisphenol A CC(C(C1=C(C(=C(O)C(=C1C)C)CC=C)CC=C)(C)C1=CC=C(C=C1)O)C